N-{(6R)-2-[5,6-difluoro-4-(2,4,6-trifluorophenyl)-1,2-benzoxazol-3-yl]-7,7-difluoro-3-oxo-2,5,6,7-tetrahydro-3H-pyrrolo[1,2-c]imidazol-6-yl}ethanesulfonamide FC=1C(=CC2=C(C(=NO2)N2C(N3C(=C2)C([C@@H](C3)NS(=O)(=O)CC)(F)F)=O)C1C1=C(C=C(C=C1F)F)F)F